C(CCCCCCCCCCCC)S n-tridecyl thiol